C(C)(C)(C)C=1C(=C(C(=O)N(C(C)C)C(C)C)C=C(C1)F)N1C=C(C=2C1=CN=CC2)C2CNC2 tert-butyl-2-(3-(azetidin-3-yl)-1H-pyrrolo[2,3-c]pyridin-1-yl)-5-fluoro-N,N-diisopropylbenzamide